methylene-6-pentylcyclohex-1-ene C=C1C=CC(CC1)CCCCC